ClC1=CC=C(C(=N1)C=1N=NN(N1)C([2H])([2H])[2H])NC(C)C=1C=C(C=C2C(N(C=3N(C12)C=NC3C=3C=NC(=CC3)N(C)C)C)=O)C 9-(1-((6-chloro-2-(2-(methyl-d3)-2H-tetrazol-5-yl)pyridin-3-yl)amino)ethyl)-3-(6-(dimethylamino)pyridin-3-yl)-4,7-dimethylimidazo[1,5-a]quinazolin-5(4H)-one